4,5-dimethoxyphenylalanine COC1=CC=C(C[C@H](N)C(=O)O)C=C1OC